C1=CC=CC=2C3=CC=CC=C3C(C12)COC(=O)N1CCN(CC1)C(C1=CC(=CC=C1)N)=O 4-(3-aminobenzoyl)piperazine-1-carboxylic acid 9H-fluoren-9-ylmethyl ester